N-[6-[2-(aminomethyl)pyrimidin-5-yl]-2-methoxy-3-pyridyl]-5-methyl-3-phenyl-isoxazole-4-carboxamide hydrochloride Cl.NCC1=NC=C(C=N1)C1=CC=C(C(=N1)OC)NC(=O)C=1C(=NOC1C)C1=CC=CC=C1